5-(2,6-dimethoxyphenyl)-3-((4-(6-fluoro-2-methylpyridin-3-yl)phenyl)sulfonyl)-6-(4-fluorophenyl)-4-hydroxypyridin-2(1H)-one COC1=C(C(=CC=C1)OC)C=1C(=C(C(NC1C1=CC=C(C=C1)F)=O)S(=O)(=O)C1=CC=C(C=C1)C=1C(=NC(=CC1)F)C)O